diethyl 3-(4-methoxyphenyl)pentanedioate COC1=CC=C(C=C1)C(CC(=O)OCC)CC(=O)OCC